FC1(CCN(CC1)CC1=C(C=C(CSC2=C3C=NC(C3=C(C=C2)F)=O)C=C1)F)F 4-((4-((4,4-difluoropiperidin-1-yl)methyl)-3-fluorobenzyl)thio)-7-fluoro-1-oxoisoindole